OCC(=O)N1CCN(CC1)C1=CC=C(C=C1)B1OC(C(O1)(C)C)(C)C 2-hydroxy-1-(4-(4-(4,4,5,5-tetramethyl-1,3,2-dioxaborolan-2-yl)phenyl)piperazin-1-yl)ethan-1-one